FC(C(C)(C)C(C12CCC(CC1)(CC2)C2=NOC(=N2)C(C)(F)F)N(C([O-])=O)C2=NC=CC(=C2)Br)(F)F 1,1,1-trifluoro-2-methylpropan-2-yl(4-bromopyridin-2-yl)((4-(5-(1,1-difluoroethyl)-1,2,4-oxadiazol-3-yl)bicyclo[2.2.2]octan-1-yl)methyl)carbamate